N-[3-fluoro-4-({7-[3-(3-hydroxyazetidin-1-yl)propoxy]-6-methoxyquinolin-4-yl}oxy)phenyl]-5-(4-fluorophenyl)-6-oxo-2,3,5,6-tetrahydrofuro[3,2-c]pyridine-7-carboxamide FC=1C=C(C=CC1OC1=CC=NC2=CC(=C(C=C12)OC)OCCCN1CC(C1)O)NC(=O)C1=C2C(=CN(C1=O)C1=CC=C(C=C1)F)CCO2